2-((6-fluoro-1H-indol-3-yl)methyl)pyrrolidine-1-carboxylic acid benzyl ester C(C1=CC=CC=C1)OC(=O)N1C(CCC1)CC1=CNC2=CC(=CC=C12)F